FC([C@@H](CCC1CCC(CC1)OC1=C(C(=CC=C1)O)C)N1C=CN(C=C1)C(=O)OC(C)(C)C)(F)F tert-butyl 4-((R)-1,1,1-trifluoro-4-((1r,4S)-4-(3-hydroxy-2-methylphenoxy)cyclohexyl)butan-2-yl)pyrazine-1(4H)-carboxylate